(R)-3-((R)-1-(tert-butoxy)-1-oxo-3-(3-vinylphenyl)propan-2-yl)pyrrolidine-1-carboxylic acid tert-butyl ester C(C)(C)(C)OC(=O)N1C[C@H](CC1)[C@H](C(=O)OC(C)(C)C)CC1=CC(=CC=C1)C=C